C(C)[N+](CCCC)(CCC)CC N,N-diethyl-N-propyl-N-butylammonium